(3s,4r)-4-(4-(4-(dimethoxymethyl)piperidin-1-yl)-3-fluorophenyl)-3-phenylchroman-7-ol COC(C1CCN(CC1)C1=C(C=C(C=C1)[C@H]1[C@H](COC2=CC(=CC=C12)O)C1=CC=CC=C1)F)OC